(2-ethyl-4,5,6,7-tetrahydropyrazolo[1,5-a]pyridin-3-yl)(4-hydroxyphenyl)methanone C(C)C1=NN2C(CCCC2)=C1C(=O)C1=CC=C(C=C1)O